N1=CN=CC(=C1)C1=CC=C2C(=N1)SC(=N2)NC2=NC=CC(=C2)CN2CCCC2 5-(pyrimidin-5-yl)-N-(4-(pyrrolidin-1-ylmethyl)pyridin-2-yl)thiazolo[5,4-b]pyridin-2-amine